C(C(C)C)O[Ti+2]OCC(C)C diisobutyloxy-titanium (IV)